Benzene-acetonitril C1(=CC=CC=C1)CC#N